6-Amino-8-bromo-1-(methoxy-d2)-2-naphthonitrile NC=1C=C2C=CC(=C(C2=C(C1)Br)OC([2H])[2H])C#N